C(C)(C)C1=NOC(=N1)N1CCC(CC1)[C@@H](C)OC=1SC2=NC(=CC=C2N1)C=1C(=NC(=CC1)S(=O)(=O)C)C 2-((R)-1-(1-(3-isopropyl-1,2,4-oxadiazol-5-yl)piperidin-4-yl)ethoxy)-5-(2-methyl-6-(methylsulfonyl)pyridin-3-yl)thiazolo[5,4-b]pyridine